N1=CC(=CC=C1)CNC1=NC=2N(C=C1)N=CC2C2=CC(=C(C(=C2)OC)OC)OC N-(3-pyridylmethyl)-3-(3,4,5-trimethoxy-phenyl)pyrazolo[1,5-a]pyrimidin-5-amine